tert-butyl (S)-3-(5-(4-acryloyl-3-methyl-2-oxopiperazin-1-yl)furan-2-yl)propanoate C(C=C)(=O)N1[C@H](C(N(CC1)C1=CC=C(O1)CCC(=O)OC(C)(C)C)=O)C